2-PHENYLPHENOL C1(=CC=CC=C1)C1=C(C=CC=C1)O